C1(=CC=C(C=C1)C#CC=1C=CC=C2C=CC=C(C12)N)C 8-p-tolylethynylnaphthylamine